tert-butyl 2-[[tert-butyl(diphenyl)silyl]oxymethyl]-3-isobutyl-6-(trifluoromethylsulfonyloxy)-3,4-dihydro-2H-pyridine-1-carboxylate [Si](C1=CC=CC=C1)(C1=CC=CC=C1)(C(C)(C)C)OCC1N(C(=CCC1CC(C)C)OS(=O)(=O)C(F)(F)F)C(=O)OC(C)(C)C